C(C)OS(=O)(=O)[O-].C(C)N1C=[NH+]C(=C1)C 1-Ethyl-4-methylimidazolium Ethyl-Sulfate